NC=1N=NC(=CC1C1=NC=CC(=C1)[C@H]1C(CN(CC1)C(=O)OC(C)(C)C)(F)F)C1=C(C(=CC=C1)F)O tert-butyl (4S)-4-[2-[3-amino-6-(3-fluoro-2-hydroxy-phenyl)pyridazin-4-yl]-4-pyridyl]-3,3-difluoro-piperidine-1-carboxylate